4-(6-chloro-8-fluoro-4-(((1S,2S)-2-fluorocyclopropyl)(methyl)amino)-2-(((2R,7aS)-2-fluorotetrahydro-1H-pyrrolizin-7a(5H)-yl)methoxy)quinazolin-7-yl)-5-ethyl-6-fluoronaphthalen-2-ol ClC=1C=C2C(=NC(=NC2=C(C1C1=CC(=CC2=CC=C(C(=C12)CC)F)O)F)OC[C@]12CCCN2C[C@@H](C1)F)N(C)[C@@H]1[C@H](C1)F